[C@H]12CN(C[C@H](CC1)N2)C=2C1=C(N=C(N2)OC[C@H]2N(CCC2)C)C(=C(N=C1)C1=CC=CC2=CC=C(C=C12)F)F 4-((1R,5S)-3,8-diazabicyclo[3.2.1]octan-3-yl)-8-fluoro-7-(7-fluoronaphthalen-1-yl)-2-(((S)-1-methylpyrrolidin-2-yl)methoxy)pyrido[4,3-d]pyrimidine